6-(imidazo[1,2-a]pyridine-3-carbonyl)-N-(3-((4-(oxetan-3-yl)piperazin-1-yl)methyl)-5-(trifluoromethyl)phenyl)-4,5,6,7-tetrahydrothieno[2,3-c]pyridine-3-carboxamide N=1C=C(N2C1C=CC=C2)C(=O)N2CC1=C(CC2)C(=CS1)C(=O)NC1=CC(=CC(=C1)C(F)(F)F)CN1CCN(CC1)C1COC1